C(#N)C1=NN(C=C1C(=O)N)C1=CC(=NC=C1)CC1=CC(=CC(=C1)C(F)(F)F)F 3-Cyano-1-(2-(3-fluoro-5-(trifluoromethyl)benzyl)pyridin-4-yl)-1H-pyrazol-4-carboxamid